CC1(OB(OC1(C)C)C1=CC(CC1)C=1N=C(SC1)C(F)(F)F)C 4-(3-(4,4,5,5-Tetramethyl-1,3,2-dioxaborolan-2-yl)cyclopent-2-enyl)-2-(trifluoromethyl)thiazole